C(OCC1=C(C=C(C(=C1)OC)OC)[N+](=O)[O-])(=O)Cl 4,5-dimethoxy-2-nitro-benzyl carbonochloridate